CN1N=CC=2C1=CN=C(C2)CC#CC(=O)N 1-methylpyrazolo[3,4-c]pyridin-5-ylbut-2-ynamide